(3R)-3-[(1S)-2-tert-butoxy-1-[(4-fluoro-3-nitrophenyl)methyl]-2-oxoethyl]pyrrolidine-1-carboxylic acid tert-butyl ester C(C)(C)(C)OC(=O)N1C[C@H](CC1)[C@@H](C(=O)OC(C)(C)C)CC1=CC(=C(C=C1)F)[N+](=O)[O-]